FC(C1=NN(C=C1C1=CN=C(N1)C(=O)N)C1=NC=CC=C1C(F)(F)F)(F)F 5-[3-(trifluoromethyl)-1-[3-(trifluoromethyl)-2-pyridinyl]pyrazol-4-yl]imidazole-2-carboxamide